C(N)(=N)C=1C=C(SC1)CNC(=O)[C@H]1N([C@H]2C[C@]2(C1)C)CCNC(CCCOC1=CC=CC=C1)=O (1S,3S,5S)-N-((4-carbamimidoylthiophen-2-yl)methyl)-5-methyl-2-(2-(4-phenoxybutanamido)ethyl)-2-azabicyclo[3.1.0]hexane-3-carboxamide